CCCCN(CCCCO)N=O The molecule is a nitrosamine that has butyl and 4-hydroxybutyl substituents. In mice, it causes high-grade, invasive cancers in the urinary bladder, but not in any other tissues. It has a role as a carcinogenic agent. It is a nitrosamine and a primary alcohol.